FC(C1=C(CN2N=C(C(=C2)NC(\C=C\C=2OC=CC2)=O)C)C=CC(=C1)C(F)(F)F)(F)F (E)-N-(1-(2,4-bis(trifluoromethyl)benzyl)-3-methyl-1H-pyrazol-4-yl)-3-(furan-2-yl)acrylamide